triphenylcarbenium tetrakis(perfluoronaphthyl)borate Tetrakis(perfluoronaphthyl)borate FC1=C(C2=C(C(=C(C(=C2C(=C1F)F)F)F)F)F)[B-](C1=C(C(=C(C2=C(C(=C(C(=C12)F)F)F)F)F)F)F)(C1=C(C(=C(C2=C(C(=C(C(=C12)F)F)F)F)F)F)F)C1=C(C(=C(C2=C(C(=C(C(=C12)F)F)F)F)F)F)F.FC1=C(C2=C(C(=C(C(=C2C(=C1F)F)F)F)F)F)[B-](C1=C(C(=C(C2=C(C(=C(C(=C12)F)F)F)F)F)F)F)(C1=C(C(=C(C2=C(C(=C(C(=C12)F)F)F)F)F)F)F)C1=C(C(=C(C2=C(C(=C(C(=C12)F)F)F)F)F)F)F.C1(=CC=CC=C1)[C+](C1=CC=CC=C1)C1=CC=CC=C1.C1(=CC=CC=C1)[C+](C1=CC=CC=C1)C1=CC=CC=C1